((2R,4S)-4-hydroxy-4-(((2-hydroxyethyl)amino)methyl)tetrahydrofuran-2-yl)methanone O[C@@]1(C[C@@H](OC1)C=O)CNCCO